C(#N)C1=CC(=C(C=C1)N1C(=C(CC2=C(N=CC(=C12)C)OCC)C(=O)O)C)OC (4S)-(4-cyano-2-methoxyphenyl)-5-ethoxy-2,8-dimethyl-1,4-dihydro-1,6-naphthyridine-3-carboxylic acid